Cl[Zr](C)(C1(C2=CC=CC=C2C=2C=CC=CC12)C(CC)CC1=CC=CC1)Cl dichloro-[9-[1-(cyclopenta-1,3-dien-1-ylmethyl)propyl]fluoren-9-yl]-methyl-zirconium